4-(4-Isopropoxyphenyl)-6-(1,3,4,5-tetrahydro-2H-benzazepin-2-yl)pyrimidin-2-amine C(C)(C)OC1=CC=C(C=C1)C1=NC(=NC(=C1)C1NC2=C(CCC1)C=CC=C2)N